N-(4-(3-(trifluoromethoxy)phenylsulfonyl)benzyl)-1H-pyrazolo[3,4-b]pyridine-5-carboxamide FC(OC=1C=C(C=CC1)S(=O)(=O)C1=CC=C(CNC(=O)C=2C=C3C(=NC2)NN=C3)C=C1)(F)F